6-chloro-N-(3,3-difluoropiperidin-4-yl)-2-methyl-5-((2-(trifluoromethyl)pyridin-3-yl)-methoxy)benzofuran-3-carboxamide ClC1=CC2=C(C(=C(O2)C)C(=O)NC2C(CNCC2)(F)F)C=C1OCC=1C(=NC=CC1)C(F)(F)F